C(C)(C)(C)C1=CC(=C(C(=C1)C1=CC=CC=C1)O)C#CC1=CC=CC=C1 4-tert-butyl-2,6-diphenylethynylphenol